C(CCCCCCCC\C=C/CCCC)(=O)OC (Z)-Methyl pentadec-10-enoate